N-((2R,3R,4S,6R)-2,4-dihydroxy-6-methyltetrahydro-2H-pyran-3-yl)acetamide O[C@@H]1O[C@@H](C[C@@H]([C@H]1NC(C)=O)O)C